O=C1N(C=CC(=C1)C1=CC=CC=C1)CC1CCN(CC12CCCC2)C(=O)Cl 10-((2-oxo-4-phenylpyridin-1(2H)-yl)methyl)-7-azaspiro[4.5]decane-7-carbonyl chloride